2-(tert-butylamino)-3-hydroxy-3-phenylpropionamide C(C)(C)(C)NC(C(=O)N)C(C1=CC=CC=C1)O